C(C)(=O)O[C@H](CCC(=O)NC)CCCCCCCC (S)-1-(methylamino)-1-oxododec-4-yl acetate